N1=CC=C(C=C1)C1=CC=C(C=C1)C1=CC=NC=C1 1,4-bis(p-pyridyl)benzene